OCCC1N(CC=C1)C(=O)OC(C)(C)C tert-butyl 2-(2-hydroxyethyl)-2,5-dihydro-1H-pyrrole-1-carboxylate